[Si](C)(C)(C(C)(C)C)O[C@H]1C(N[C@@H](C1)C(F)(F)F)=O (3R,5S)-3-((tert-butyldimethylsilyl)oxy)-5-(trifluoromethyl)pyrrolidin-2-one